NC1=C(C=C(C(=N1)C1=NC2=C(C(N(C(=C2)C(F)(F)F)OC)=O)N1C)S(=O)(=O)CC)Br 2-(6-amino-5-bromo-3-ethylsulfonyl-2-pyridyl)-5-methoxy-3-methyl-6-(trifluoromethyl)imidazo[4,5-c]pyridin-4-one